(S)-2,6-diaminohexanoic acid Compound with (Z)-3-(5-bromo-3-(1-cyano-2-(5-cyano-2-methoxyphenyl)vinyl)-1H-indol-1-yl)-3-oxopropylphosphonic acid BrC=1C=C2C(=CN(C2=CC1)C(CCP(O)(O)=O)=O)/C(=C/C1=C(C=CC(=C1)C#N)OC)/C#N.N[C@H](C(=O)O)CCCCN